phenyl-(9,9-dimethyl-9H-fluoren-2-yl-(4,4,5,5-tetramethyl-[1,3,2]dioxaborolan-2-yl)-phenyl)-amine C1(=CC=CC=C1)NC1=C(C(=CC=C1)C1=CC=2C(C3=CC=CC=C3C2C=C1)(C)C)B1OC(C(O1)(C)C)(C)C